C1(CC1)C1=NN=C2N1CCNC2 3-cyclopropyl-5,6,7,8-tetrahydro-[1,2,4]triazolo[4,3-a]pyrazine